4-fluoro-N-(4-fluoro-3-(quinoxaline-6-carbonyl)phenyl)-3-(trifluoromethyl)benzamide FC1=C(C=C(C(=O)NC2=CC(=C(C=C2)F)C(=O)C=2C=C3N=CC=NC3=CC2)C=C1)C(F)(F)F